ClC1=C(C=CC=C1N1CCN(CC1)C)O 2-chloro-3-(4-methylpiperazin-1-yl)phenol